FC1=C(C=CC=C1)C=1C(NC=NC1)=O 5-(2-fluorophenyl)pyrimidin-4(3H)-one